8-(5-((3,4-dichlorophenyl)difluoromethyl)-1,3,4-oxadiazol-2-yl)-2-((S)-2,2-dimethylcyclopropane-1-carbonyl)-6-(thiazol-5-ylmethyl)-2,6-diazaspiro[3.4]octan-5-on ClC=1C=C(C=CC1Cl)C(C1=NN=C(O1)C1CN(C(C12CN(C2)C(=O)[C@@H]2C(C2)(C)C)=O)CC2=CN=CS2)(F)F